C1(CCCCC1)N1C(C(=CC1=O)C1N(CCCCC1)C1=CC=CC=C1)=O 1-Cyclohexyl-3-(1-phenylazepan-2-yl)-1H-pyrrole-2,5-dione